tert-butyl (3S)-3-[[3-(4-fluoro-2-methoxy-phenoxy)-6-(trifluoromethyl)pyridazine-4-carbonyl]amino]piperidine-1-carboxylate FC1=CC(=C(OC=2N=NC(=CC2C(=O)N[C@@H]2CN(CCC2)C(=O)OC(C)(C)C)C(F)(F)F)C=C1)OC